7-Chloro-6-(2-fluorophenyl)-1-methyl-4-(1-(4-(trifluoromethoxy)benzoyl)piperidin-4-yl)-1,4-Dihydropyrido[2,3-b]pyrazine-2,3-dione ClC1=CC2=C(N(C(C(N2C)=O)=O)C2CCN(CC2)C(C2=CC=C(C=C2)OC(F)(F)F)=O)N=C1C1=C(C=CC=C1)F